N-[(2E)-4-methoxy-1-methylpyridin-2(1H)-ylidene]-1,3-dimethylazetidine-3-carboxamide COC1=C/C(/N(C=C1)C)=N\C(=O)C1(CN(C1)C)C